N-(1-(2-chloro-3,6-dimethyl-4-oxo-3,4-dihydroquinazolin-8-yl)ethylidene)-2-methylpropane-2-sulfinamide ClC1=NC2=C(C=C(C=C2C(N1C)=O)C)C(C)=NS(=O)C(C)(C)C